C(N)(=O)C=1C(=NC(=C(N1)CC)N(C)C(C)C)NC=1C=C(CCNC([C@H](C)N(C(OC(C)(C)C)=O)C)=O)C=CC1 tert-butyl (S)-(1-((3-((3-carbamoyl-5-ethyl-6-(isopropyl(methyl)amino)pyrazin-2-yl)amino)phenethyl)amino)-1-oxopropan-2-yl)(methyl)carbamate